3-bromo-5-fluoro-2-iodophenol BrC=1C(=C(C=C(C1)F)O)I